2-cyano-5-methylpyridin-3-yl 2,4,6-tri-O-acetyl-3-[4-(4-chlorothiazol-2-yl)-1H-1,2,3-triazol-1-yl]3-deoxy-1-thio-alpha-D-galactopyranoside C(C)(=O)O[C@H]1[C@@H](SC=2C(=NC=C(C2)C)C#N)O[C@@H]([C@@H]([C@@H]1N1N=NC(=C1)C=1SC=C(N1)Cl)OC(C)=O)COC(C)=O